FC1=C(C(=C2C=NNC2=C1NC(C)C)C=1N=CC=2N(C1)C=C(N2)NC(C)=O)OC N-(6-(6-fluoro-7-(isopropylamino)-5-methoxy-1H-indazol-4-yl)imidazo[1,2-a]pyrazin-2-yl)acetamide